mercaptobenzimidazole selenium [Se].SC=1NC2=C(N1)C=CC=C2